2,3,5-Triethyl-6-methyl-4-methoxy-phenol C(C)C1=C(C(=C(C(=C1CC)OC)CC)C)O